N-[2-fluoro-5-[1-(1-methylimidazol-2-yl)sulfanylethyl]phenyl]-6-(trifluoromethyl)pyridine-2-carboxamide FC1=C(C=C(C=C1)C(C)SC=1N(C=CN1)C)NC(=O)C1=NC(=CC=C1)C(F)(F)F